2-((2-(3,6-dimethyl-2-morpholino-4-oxo-3,4-dihydroquinazolin-8-yl)propan-2-yl)amino)-5-fluorobenzoic acid CN1C(=NC2=C(C=C(C=C2C1=O)C)C(C)(C)NC1=C(C(=O)O)C=C(C=C1)F)N1CCOCC1